COC1=CC=C(C=C1)/C=C/C(=O)NCCCCNC(\C(=C\C)\C)=O (E)-N-(4-((e)-3-(4-methoxyphenyl)acrylamido)butyl)-2-methylbut-2-enamide